(±)-(1R*,2S*,3R*)-3-((5-(hydroxymethyl)-2-(methylthio)pyrimidin-4-yl)amino)-2-methylcyclopentan-1-ol OCC=1C(=NC(=NC1)SC)N[C@H]1[C@@H]([C@@H](CC1)O)C |r|